5,5'-((((((2,2'-dichloro-[1,1'-biphenyl]-3,3'-diyl)bis(methylene))bis(oxy))bis(5-bromo-3-formylpyridine-6,2-diyl))bis(oxy))bis(methylene))dinicotinonitrile ClC1=C(C=CC=C1COC1=C(C=C(C(=N1)OCC=1C=NC=C(C#N)C1)C=O)Br)C1=C(C(=CC=C1)COC1=C(C=C(C(=N1)OCC=1C=NC=C(C#N)C1)C=O)Br)Cl